ClC=1C=C(C=C2CC(NC12)=O)C1=C(N=C(N1)C)COC[C@@H](C)N(C(=O)C1=C(NC(=C1)C)C=O)C N-[(1R)-2-[[5-(7-chloro-2-oxo-indolin-5-yl)-2-methyl-1H-imidazol-4-yl]methoxy]-1-methyl-ethyl]-2-formyl-N,5-dimethyl-1H-pyrrole-3-carboxamide